CNS(=O)(=O)C[C@@H]1CC[C@@H](CC1)S(=O)(=O)C(F)(F)F N-methyl-1-((cis)-4-trifluoromethanesulfonyl-cyclohexyl)methanesulfonamide